C(C)(C)(C)OC(=O)N1CC2(C1)CC(C2)CN2C(C=C(C=C2)Br)=O 6-[(4-bromo-2-oxo-1-pyridinyl)methyl]-2-azaspiro[3.3]heptane-2-carboxylic acid tert-butyl ester